3-amino-1-[12-(trimethoxysilyl)dodecyl]-1,2,4-triazole NC1=NN(C=N1)CCCCCCCCCCCC[Si](OC)(OC)OC